NC1=C(C=NC(N1)=O)Br 6-amino-5-bromo-1H-pyrimidin-2-one